Cl.COC([C@@H](N)CC1=CC=CC=C1)=O L-Phenylalanine-methyl ester hydrochloride